The molecule is a cinnamate ester obtained by formal condensation of the carboxy group of cis-coumaric acid with one of the hydroxy groups of meso-tartaric acid. It has a role as a metabolite. It derives from a meso-tartaric acid and a cis-4-coumaric acid. C1=CC(=CC=C1/C=C\\C(=O)O[C@@H]([C@H](C(=O)O)O)C(=O)O)O